1-(bicyclo[1.1.1]pentan-1-yl)-4-((1-phenyl-1H-1,2,3-triazol-4-yl)methyl)piperazine-2,3-dione C12(CC(C1)C2)N2C(C(N(CC2)CC=2N=NN(C2)C2=CC=CC=C2)=O)=O